1-[5-(Trifluoromethyl)pyridin-2-yl]piperazine FC(C=1C=CC(=NC1)N1CCNCC1)(F)F